O[C@H]1CN(CC[C@H]1N1N=NC(=C1C)[Si](C)(C)C)C(=O)OC(C)(C)C tert-butyl (3S,4R)-3-hydroxy-4-(5-methyl-4-trimethylsilyl-triazol-1-yl)piperidine-1-carboxylate